4-(4-(cyclopropyl-(2,6-difluorophenyl)amino)-2-(2-fluoro-4-(3-methoxyureido)phenyl)-7-methoxy-1H-indol-6-yl)benzamide C1(CC1)N(C1=C2C=C(NC2=C(C(=C1)C1=CC=C(C(=O)N)C=C1)OC)C1=C(C=C(C=C1)NC(=O)NOC)F)C1=C(C=CC=C1F)F